1-methyl-1H-1,3-benzodiazol CN1C=NC2=C1C=CC=C2